CC=1C=C(C=NC1)[C@H]1N(OCC1)C(=O)C1CCN(CC1)C1=NC=CC(=N1)C#N (S)-2-(4-(3-(5-methylpyridin-3-yl)isoxazolidine-2-carbonyl)piperidin-1-yl)pyrimidine-4-carbonitrile